4,4,5,5,6,6,7,7,7-nonafluoro-2-(2-fluorophenyl)-1-phenylheptan-1-one FC(CC(C(=O)C1=CC=CC=C1)C1=C(C=CC=C1)F)(C(C(C(F)(F)F)(F)F)(F)F)F